O[C@H](CC(=O)OC)CCCCCCCCC methyl (S)-3-hydroxydodecanoate